N2-(3-((1-(cyclopropylmethyl)azetidin-3-yl)methoxy)-4-methoxyphenyl)-N4,6-dimethylpyrimidine-2,4-diamine C1(CC1)CN1CC(C1)COC=1C=C(C=CC1OC)NC1=NC(=CC(=N1)NC)C